[Cl-].NP(N(C)C)(N(C)C)N(C)C amino-tris(dimethylamino)phosphorane chloride